azadibenzoSelenophene N1=CC=CC=2[Se]C3=C(C21)C=CC=C3